C(CC(CCCCCCCCCC)O)O 1,3-tridecanediol